BrC=1C(=C(OC2CCC(CC2)CCCN2C[C@H](CC2)C2=CC=C3C(=NN(C3=C2)C)C2C(NC(CC2)=O)=O)C=CC1)C 3-(6-((R)-1-(3-((1r,4s)-4-(3-bromo-2-methylphenoxy)cyclohexyl)propyl)pyrrolidin-3-yl)-1-methyl-1H-indazol-3-yl)piperidine-2,6-dione